tert-butyl 12-methyl-13-oxo-4-oxa-8,12-diazadispiro[2.1.5.3]tridecane-8-carboxylate CN1CC2(OC3(CC3)C1=O)CCN(CC2)C(=O)OC(C)(C)C